C(C)(C)(C)OC(N(C)C1=CC=C(C=C1)\C=C\C=C\C1=NC2=CC=C(C=C2C=C1)OC)=O Tert-butyl(4-((1E,3E)-4-(6-methoxyquinolin-2-yl)buta-1,3-dien-1-yl)phenyl)(methyl)carbamate